C(C)OC(=O)C=1N=C2N(C=CN=C2Cl)C1N 3-amino-8-chloroimidazo[1,2-a]pyrazine-2-carboxylic acid ethyl ester